FC=1C(=C(C(=C(C1)F)C)C=1C=CC=2N(C1)C=C(N2)NC(=O)C2CC2)CO N-(6-(3,5-difluoro-2-(hydroxymethyl)-6-methylphenyl)imidazo[1,2-a]pyridin-2-yl)cyclopropanecarboxamide